3,4-dibromo-5-(3-(4-(4-ethoxyphenoxy)phenyl)-4,5-dihydro-1H-pyrazol-5-yl)-1,2-dihydroxybenzene BrC=1C(=C(C=C(C1Br)C1CC(=NN1)C1=CC=C(C=C1)OC1=CC=C(C=C1)OCC)O)O